C(C1=CC=CC=C1)OC(=O)NC(=CC1CN(CCS1(=O)=O)C(=O)OC(C)(C)C)C(=O)OC tert-butyl 2-(2-(((benzyloxy)carbonyl)amino)-3-methoxy-3-oxoprop-1-en-1-yl)thiomorpholine-4-carboxylate 1,1-dioxide